N[C@@H](CC(=O)[O-])C(=O)[O-] |r| DL-Aspartate